The molecule is the conjugate base of (S)-3-fluorolactic acid. It is an organofluorine compound and a hydroxy monocarboxylic acid anion. It derives from a propionate. It is a conjugate base of a (S)-3-fluorolactic acid. C([C@H](C(=O)[O-])O)F